1-(4-benzyl-3-oxo-3,4-dihydro-2H-benzo[b][1,4]thiazin-6-yl)-3-phenylurea C(C1=CC=CC=C1)N1C2=C(SCC1=O)C=CC(=C2)NC(=O)NC2=CC=CC=C2